(pyridin-3-ylethynyl)furan-2-carbaldehyde Oxime Hydrochloride Cl.N1=CC(=CC=C1)C#CC1=C(OC=C1)C=NO